CC1C(N(C1)CC(=O)N1CCOCC1)C1=NN(C(=C1)NCC1=CC=CC=C1)C(=O)C1=CSC=C1 4-{[(3-{3-Methyl-1-[2-(morpholin-4-yl)-2-oxoethyl]azetidin-2-yl}-1-(thiophen-3-carbonyl)-1H-pyrazol-5-yl)amino]methyl}benzol